N-(3-cyano-4,5-dimethylthiophen-2-yl)-2-((3-(2,6-dioxopiperidin-3-yl)-1-methyl-1H-indazol-7-yl)-oxy)-acetamide C(#N)C1=C(SC(=C1C)C)NC(COC=1C=CC=C2C(=NN(C12)C)C1C(NC(CC1)=O)=O)=O